BrC1=CC=C2C(=CN=CC2=C1)S 7-Bromo-4-sulfanyl-isochinolin